(7-Amino-3-hydroxythieno[2,3-b]pyrazin-6-yl)(piperidin-1-yl)methanone NC1=C(SC2=NC(=CN=C21)O)C(=O)N2CCCCC2